CN1C(=NC=C1C=1C(=NN(C1)C1=NC=C(C=C1)[N+](=O)[O-])C(F)(F)F)C(=O)N 1-Methyl-5-(1-(5-Nitropyridin-2-yl)-3-(Trifluoromethyl)-Pyrazol-4-yl)-Imidazole-2-Carboxamide